N1N=CC=2C1=NC=C(C2)C2=NC1=CC=CC=C1C(=C2)[C@@H](C)NC(C2=C(C=CC(=C2)OCCN(C)C)C)=O (R)-N-(1-(2-(1H-pyrazolo[3,4-b]pyridin-5-yl)quinolin-4-yl)-ethyl)-5-(2-(dimethylamino)-ethoxy)-2-methylbenzamide